Cl.CN(C)C[C@@H]1CC=2N(C3=CC=CC=C3C2C=2C(NC(C2C2=CN(C3=CC=CC=C23)C)=O)=O)CC1 (S)-3-(8-(Dimethylaminomethyl)-6,7,8,9-tetrahydropyrido(1,2-a)indol-10-yl)-4-(1-methyl-3-indolyl)-1H-pyrrole-2,5-dione hydrochloride